5-{4-[(2,6-difluoro-4-pentylphenyl)ethynyl]phenyl}-2-propylthieno[3,2-b]thiophene FC1=C(C(=CC(=C1)CCCCC)F)C#CC1=CC=C(C=C1)C1=CC=2SC(=CC2S1)CCC